5-(4-(trifluoromethoxy)phenoxy)thiophene-2-carbaldehyde FC(OC1=CC=C(OC2=CC=C(S2)C=O)C=C1)(F)F